C1=CC=C(C=C1)N(C2=CC=C(C=C2)N(C3=CC=C(C=C3)N(C4=CC=CC=C4)C5=CC6=CC=CC=C6C=C5)C7=CC=C(C=C7)N(C8=CC=CC=C8)C9=CC1=CC=CC=C1C=C9)C1=CC2=CC=CC=C2C=C1 4,4',4''-tris[2-naphthyl(phenyl)amino]triPhenylamine